3-(4-chloro-2-methyl-6-vinylpyridin-3-yl)piperidine-2,6-dione ClC1=C(C(=NC(=C1)C=C)C)C1C(NC(CC1)=O)=O